O=CC(C(=O)O)CCC alpha-ketomethylvaleric acid